The molecule is a monocarboxylic acid anion that is the conjugate base of 3-phenylpropionic acid, obtained by deprotonation of the carboxy group. It has a role as a human metabolite and a plant metabolite. It is a conjugate base of a 3-phenylpropionic acid. C1=CC=C(C=C1)CCC(=O)[O-]